4-(benzo[d]oxazol-2-yl)-2,6-bis(3,6-diphenyl-9H-carbazol-9-yl)benzonitrile O1C(=NC2=C1C=CC=C2)C2=CC(=C(C#N)C(=C2)N2C1=CC=C(C=C1C=1C=C(C=CC21)C2=CC=CC=C2)C2=CC=CC=C2)N2C1=CC=C(C=C1C=1C=C(C=CC21)C2=CC=CC=C2)C2=CC=CC=C2